BrC1=CC(=C2CN(C(C2=C1)=O)C1C(NC(CC1)=O)=O)S(=O)(=O)C 3-(6-bromo-4-(methylsulfonyl)-1-oxoisoindolin-2-yl)piperidine-2,6-dione